FC(CN1N=CC2=C(C=CC=C12)NC1=NC(=C2C(=N1)N(N=C2C)CO)NCC)F [6-[[1-(2,2-difluoroethyl)indazol-4-yl]amino]-4-(ethylamino)-3-methyl-pyrazolo[3,4-d]pyrimidin-1-yl]methanol